(4-chlorophenyl)-2-[(3-oxocyclohexanecarbonyl)amino]-5,6-dihydro-4H-cyclopenta[b]thiophene-3-carboxamide ClC1=CC=C(C=C1)C1CCC=2SC(=C(C21)C(=O)N)NC(=O)C2CC(CCC2)=O